ClC=1C=CC(=C(C1)C1=CC=C(O1)C=C1C(C2=C(S1)C=CC=C2)=O)OC 2-[[5-(5-Chloro-2-methoxyphenyl)-2-furanyl]methylene]benzo[b]thiophen-3(2H)-one